CC1=NC(=NO1)C1=CC=C(N=N1)OC1=CC=C(C=C1)C(CC)(CC)C1=CC=C(OC2CC(C2)NC(OC(C)(C)C)=O)C=C1 tert-butyl ((1s,3s)-3-(4-(3-(4-((6-(5-methyl-1,2,4-oxadiazol-3-yl)pyridazin-3-yl)oxy) Phenyl)pentan-3-yl)phenoxy)cyclobutyl)carbamate